C(C1=CC=CC=C1)OC=1C=C2C(N(C(C2=CC1CNCCO)=O)C=1C(=C(C=CC1)C1=CC=CC=C1)C)=O 5-(Benzyloxy)-6-(((2-hydroxyethyl)amino)methyl)-2-(2-methyl-[1,1'-biphenyl]-3-yl)Isoindole-1,3-dione